Tris(dodecanoic acid) iron (III) [Fe+3].C(CCCCCCCCCCC)(=O)O.C(CCCCCCCCCCC)(=O)O.C(CCCCCCCCCCC)(=O)O